(2S,4R)-2-(hydroxymethyl)-4-phenylpyrrolidine-1-carboxylic acid tert-butyl ester C(C)(C)(C)OC(=O)N1[C@@H](C[C@@H](C1)C1=CC=CC=C1)CO